OC1=CC(=NN1C)C(F)(F)F 5-(hydroxy)-1-methyl-3-(trifluoromethyl)-1H-pyrazole